1-[6-(2-hydroxyphenyl)pyridazin-4-yl]-4-(3-methoxyphenyl)-N-methyl-N-(piperidin-4-yl)piperidine-4-carboxamide OC1=C(C=CC=C1)C1=CC(=CN=N1)N1CCC(CC1)(C(=O)N(C1CCNCC1)C)C1=CC(=CC=C1)OC